2'-Chloro-N-(5-(2-chloro-4-methoxy-benzoyl)-5,6-dihydro-4H-pyrrolo[3,4-d]thiazol-2-yl)-5'-methoxy-6-methyl-[4,4'-bipyridine]-3-carboxamide ClC1=NC=C(C(=C1)C1=C(C=NC(=C1)C)C(=O)NC=1SC2=C(N1)CN(C2)C(C2=C(C=C(C=C2)OC)Cl)=O)OC